2-methoxyethyl (1S,2R,5R)-3-((6-((1-ethyl-1H-pyrazol-4-yl)oxy)pyridin-3-yl)sulfonyl)-2-(hydroxycarbamoyl)-3,8-diazabicyclo[3.2.1]octane-8-carboxylate C(C)N1N=CC(=C1)OC1=CC=C(C=N1)S(=O)(=O)N1[C@H]([C@@H]2CC[C@H](C1)N2C(=O)OCCOC)C(NO)=O